NC1(C(CCC(C1)CCB(O)O)CN(C)C)C(=O)O 1-amino-5-[2-(dihydroxyboranyl)ethyl]-2-[(dimethylamino)methyl]cyclohexane-1-carboxylic acid